CN(CC(C)N)C N,N-dimethyl-1,2-propanediamine